O=CCCC1=CC=C(C#N)C=C1 4-(3-oxopropyl)benzonitrile